SCCC(=O)C(C(=O)NN)N 2-mercapto-ethyl-carbonyl-aminoacetic acid hydrazide